N4,N4'-bis(4-(dimethylamino)phenyl)-[1,1'-biphenyl]-4,4'-disulfonamide CN(C1=CC=C(C=C1)NS(=O)(=O)C1=CC=C(C=C1)C1=CC=C(C=C1)S(=O)(=O)NC1=CC=C(C=C1)N(C)C)C